(3R)-((1-ethyl-1H-1,2,3-triazol-4-yl)methoxy)-2,2-dimethyl-3-(4-methyl-3-(((R)-4-methyl-1,1-dioxido-4,5-dihydrobenzo[f][1,2]thiazepin-2(3H)-yl)methyl)phenyl)propanoic acid C(C)N1N=NC(=C1)CO[C@@H](C(C(=O)O)(C)C)C1=CC(=C(C=C1)C)CN1S(C2=C(C[C@H](C1)C)C=CC=C2)(=O)=O